NC=1C2=C(N=CN1)N(C=C2C2=CC(=C(C=C2)NC(=O)OC2=CC=CC=C2)F)CCCC(=O)OC(C)(C)C tert-butyl 4-(4-amino-5-(3-fluoro-4-((phenoxycarbonyl)amino)phenyl)-7H-pyrrolo[2,3-d]pyrimidin-7-yl)butanoate